1,4-bis(acryloxy)butane C(C=C)(=O)OCCCCOC(C=C)=O